C1=CCCOS1(=O)=O butensulton